4-(3-fluorophenyl)-2-((6-((4-(3-chlorophenyl)-2-oxido-1,3,2-dioxaphosphinan-2-yl)oxy)-5'-methyl-4-pentyl-2'-(prop-1-en-2-yl)-[1,1'-biphenyl]-2-yl)oxy)-1,3,2-dioxaphosphinane 2-oxide FC=1C=C(C=CC1)C1OP(OCC1)(OC1=C(C(=CC(=C1)CCCCC)OP1(OCCC(O1)C1=CC(=CC=C1)Cl)=O)C1=C(C=CC(=C1)C)C(=C)C)=O